2,3,4,5-tetrafluoro-6-(4,4,5,5-tetramethyl-1,3,2-dioxaborolan-2-yl)aniline lithium hexafluoroantimonate F[Sb-](F)(F)(F)(F)F.[Li+].FC1=C(N)C(=C(C(=C1F)F)F)B1OC(C(O1)(C)C)(C)C